5-ethynyl-6-fluoro-4-(8-fluoro-2-(((2R,7aS)-2-fluorotetrahydro-1H-pyrrolizin-7a(5H)-yl)methoxy)-4-((R)-2-methyl-1,4-oxazepan-4-yl)pyrido[4,3-d]pyrimidin-7-yl)naphthalen-2-ol C(#C)C1=C2C(=CC(=CC2=CC=C1F)O)C1=C(C=2N=C(N=C(C2C=N1)N1C[C@H](OCCC1)C)OC[C@]12CCCN2C[C@@H](C1)F)F